C(CCCC)NC([O-])=O pentyl-carbamat